2-methyl-N-[(2S)-1-(4-{[5-(1,2-oxazol-5-yl)thiophen-2-yl]sulfonyl}piperazin-1-yl)propan-2-yl]-8-(trifluoromethyl)quinazolin-4-amine CC1=NC2=C(C=CC=C2C(=N1)N[C@H](CN1CCN(CC1)S(=O)(=O)C=1SC(=CC1)C1=CC=NO1)C)C(F)(F)F